C(C)(C)(C)OC(=O)N1[C@H](C[C@](C1)(O)CC1=C(C=CC=C1)F)C (2s,4r)-4-(2-fluorobenzyl)-4-hydroxy-2-methylpyrrolidine-1-carboxylic acid tert-butyl ester